tert-Butyl((1s,3s)-3-(4-(2-(4-((6-(1H-pyrazol-1-yl)pyridin-3-yl)oxy)phenyl)propane-2-yl)phenoxy)cyclobutyl)carbamate C(C)(C)(C)OC(NC1CC(C1)OC1=CC=C(C=C1)C(C)(C)C1=CC=C(C=C1)OC=1C=NC(=CC1)N1N=CC=C1)=O